6-(4-(piperazin-1-ylmethyl)benzyl)pyridin N1(CCNCC1)CC1=CC=C(CC2=CC=CC=N2)C=C1